tert-Butyl ((1R,4s)-4-(2-(((s)-2-(6-Cyanopyridin-2-yl)-2-hydroxyethyl)-amino)-2-methylpropyl)cyclohexyl)carbamate C(#N)C1=CC=CC(=N1)[C@H](CNC(CC1CCC(CC1)NC(OC(C)(C)C)=O)(C)C)O